(R)-1-(1-(1-((1-(4-(1-(3-amino-6-(2-hydroxyphenyl)pyridazin-4-yl)piperidin-3-yl)benzoyl)piperidin-4-yl)methyl)piperidin-4-yl)-2-methyl-1H-indol-4-yl)dihydropyrimidine-2,4(1H,3H)-dione NC=1N=NC(=CC1N1C[C@H](CCC1)C1=CC=C(C(=O)N2CCC(CC2)CN2CCC(CC2)N2C(=CC3=C(C=CC=C23)N2C(NC(CC2)=O)=O)C)C=C1)C1=C(C=CC=C1)O